(R)-1-(3-(((tetrahydro-2H-pyran-4-yl)methyl)amino)propyl)-6-(2,3,6-trifluorophenyl)-2,5,6,7-tetrahydro-3H-pyrrolo[1,2-c]imidazole-3-thione O1CCC(CC1)CNCCCC1=C2N(C(N1)=S)C[C@H](C2)C2=C(C(=CC=C2F)F)F